N-(4-(5-(6-methyl-2-(4-(trifluoromethyl)piperidin-1-yl)pyrimidin-4-yl)-1,3,4-oxadiazol-2-yl)-3-(6-azaspiro[2.5]octan-6-yl)phenyl)-2-hydroxyethane-1-sulfonamide CC1=CC(=NC(=N1)N1CCC(CC1)C(F)(F)F)C1=NN=C(O1)C1=C(C=C(C=C1)NS(=O)(=O)CCO)N1CCC2(CC2)CC1